N-((S)-2-(2-((1R,5R)-3-oxabicyclo[3.1.0]hexane-6-carboxamido)pyridin-4-yl)-6,7,8,9-tetrahydro-5H-benzo[7]annulen-5-yl)-3-(tert-butyl)-1,2,4-oxadiazole-5-carboxamide [C@H]12COC[C@H]2C1C(=O)NC1=NC=CC(=C1)C=1C=CC2=C(CCCC[C@@H]2NC(=O)C2=NC(=NO2)C(C)(C)C)C1